(4-methylbenzyl)-1H-isoindole CC1=CC=C(CC2N=CC3=CC=CC=C23)C=C1